4-(2-fluoro-3-phenylbenzyloxy)benzaldehyde FC1=C(COC2=CC=C(C=O)C=C2)C=CC=C1C1=CC=CC=C1